tert-butyl N-(1-(4-cyano-6-(4-cyano-3-fluorophenyl)pyridin-2-yl)piperidin-4-yl)carbamate C(#N)C1=CC(=NC(=C1)C1=CC(=C(C=C1)C#N)F)N1CCC(CC1)NC(OC(C)(C)C)=O